6-Bromo-2-[4-(4-ethylpiperazin-1-yl)phenyl]-N-(1-methylpiperidin-4-yl)-3H-imidazo[4,5-b]pyridin-7-amine BrC=1C(=C2C(=NC1)NC(=N2)C2=CC=C(C=C2)N2CCN(CC2)CC)NC2CCN(CC2)C